4-[6-(3,9-diazaspiro[5.5]undecan-3-yl)pyridin-3-yl]-6-methyl-1-tosyl-1H-pyrrolo[2,3-c]pyridin-7(6H)-one, hydrochloride Cl.C1CN(CCC12CCNCC2)C2=CC=C(C=N2)C=2C1=C(C(N(C2)C)=O)N(C=C1)S(=O)(=O)C1=CC=C(C)C=C1